P(OC(C(CCCC)CC)CC(CCCC)CC)([O-])=O (2-ethylhexyl)-2-ethylhexyl phosphonate